N-((1-aminoisoquinolin-6-yl)methyl)-5-chloro-2-(((1-cyclopropylpiperidin-4-yl)methyl)amino)nicotinamide NC1=NC=CC2=CC(=CC=C12)CNC(C1=C(N=CC(=C1)Cl)NCC1CCN(CC1)C1CC1)=O